ClC1=CC(=C(C=C1)C=1N=NN(C1CN1N=CC(=CC1=O)C1=CC=CC(=N1)C#N)CC)F 6-(1-((4-(4-chloro-2-fluorophenyl)-1-ethyl-1H-1,2,3-triazol-5-yl)methyl)-6-oxo-1,6-dihydropyridazin-4-yl)picolinonitrile